S1C=NC2=C1C=C(C=C2)C2=CC=NC(N2C(C)C2=CC(=CC=C2)OCCCN(C)C)C 6-(1,3-benzothiazol-6-yl)-N-(1-{3-[3-(dimethylamino)propoxy]phenyl}ethyl)-2-methylpyrimidin